COC1=CC=C(C=N1)CN1C2CN(CC1C2)C2=CC=C(C=N2)C=2C=1N(C=C(C2)NCC(F)(F)F)N=CC1C#N 4-(6-(6-((6-Methoxypyridin-3-yl)methyl)-3,6-diazabicyclo[3.1.1]heptan-3-yl)pyridine-3-yl)-6-((2,2,2-trifluoroethyl)amino)pyrazolo[1,5-a]pyridine-3-carbonitrile